C1(CC1)C=1SC=C(N1)C1=CC=C(C=C1)C(C)=O 1-[4-(2-cyclopropyl-1,3-thiazol-4-yl)phenyl]ethanone